S(C1=C(C=CC(=C1)Cl)O)C1=C(C=CC(=C1)Cl)O 2,2'-thiobis(4-chlorophenol)